Tert-Butyl 5-((5-chloropyridin-3-yl)(hydroxy)methyl)thiazol-2-ylcarbamate ClC=1C=C(C=NC1)C(C1=CN=C(S1)NC(OC(C)(C)C)=O)O